tert-butyl ((4-(cis-3-((tert-butyldimethylsilyl)oxy)cyclobutoxy)-1-(4-(trifluoromethoxy)phenyl)-1H-pyrazolo[3,4-b]pyridin-3-yl)methyl)carbamate [Si](C)(C)(C(C)(C)C)O[C@H]1C[C@H](C1)OC1=C2C(=NC=C1)N(N=C2CNC(OC(C)(C)C)=O)C2=CC=C(C=C2)OC(F)(F)F